2-methoxy-N-(3-methyl-1-(2-(1-methylpiperidin-4-yl)ethyl)-1H-indazol-6-yl)-3-(pyridin-4-yl)benzamide COC1=C(C(=O)NC2=CC=C3C(=NN(C3=C2)CCC2CCN(CC2)C)C)C=CC=C1C1=CC=NC=C1